tert-butyl 2-(((1R,2S)-2-(((tert-butyldiphenylsilyl) oxy) methyl) cyclopropyl) ethynyl)-6-chloronicotinate [Si](C1=CC=CC=C1)(C1=CC=CC=C1)(C(C)(C)C)OC[C@@H]1[C@@H](C1)C#CC1=C(C(=O)OC(C)(C)C)C=CC(=N1)Cl